C1CCC2=C(C=CC=C12)NC1=C(C(=C2C(=N1)NN=C2N)C)C N6-(2,3-dihydro-1H-inden-4-yl)-4,5-dimethyl-1H-pyrazolo[3,4-b]pyridine-3,6-diamine